CCN(CC)C(=O)C1=CC=CC(=C1)C 3-methyl-N,N-diethylbenzamide